(R)-1-(3,3-difluoro-4-((6-fluoro-5-(1-(2-fluoroethyl)-2-methyl-1H-benzo[d]imidazol-6-yl)-4-methoxypyrrolo[2,1-f][1,2,4]triazin-2-yl)amino)pyrrolidin-1-yl)ethan-1-one FC1(CN(C[C@H]1NC1=NN2C(C(=N1)OC)=C(C(=C2)F)C=2C=CC1=C(N(C(=N1)C)CCF)C2)C(C)=O)F